C12COCC(CC1)N2CC(=O)NC=2N=CC1=CC=C(C=C1C2)C=2C=NN(C2CN2CCCCC2)C 2-(3-oxa-8-azabicyclo[3.2.1]oct-8-yl)-N-(6-(1-methyl-5-(piperidin-1-ylmethyl)-1H-pyrazol-4-yl)isoquinolin-3-yl)acetamide